ClC=1C=C(C(=NC1)C)N[C@H](CC)C1=CC=C(S1)C(=O)N[C@H](C(=O)NC1CC1)CC1CCCC1 (2S)-2-({5-[(1R)-1-[(5-chloro-2-methylpyridin-3-yl)amino]propyl]thiophen-2-yl}formamido)-3-cyclopentyl-N-cyclopropylpropanamide